2-(2,5-dimethylphenyl)thiophene CC1=C(C=C(C=C1)C)C=1SC=CC1